S(=O)(=O)(C1=CC=C(C=C1)OC=1C=C(C=C(C1)C#C)C#C)C1=CC=C(C=C1)OC=1C=C(C=C(C1)C#C)C#C 5,5'-((sulfonylbis(4,1-phenylene))bis(oxy))bis(1,3-diethynylbenzene)